FC(OC1=CC=C(C=C1)N(C1CCN(CC1)C(CC)=O)C=1C=NC=CC1OC)F 1-(4-((4-(Difluoromethoxy)phenyl)(4-methoxypyridin-3-yl)amino)piperidin-1-yl)propan-1-one